O=C1NC(CCC1N1C(C2=CC=C(C=C2C1)CN1CCC(CC1)N1N=C2C=C(C(=CC2=C1)NC(C1=NC(=CC=C1)C(F)(F)F)=O)C(C)(C)O)=O)=O N-(2-(1-((2-(2,6-dioxopiperidin-3-yl)-1-oxoisoindolin-5-yl)methyl)piperidin-4-yl)-6-(2-hydroxypropan-2-yl)-2H-indazol-5-yl)-6-(trifluoromethyl)picolinamide